Diethyl (1RS,3aSR,6aSR)-5-(3-chloro-4-fluorophenyl)-4,6-dioxo-1-phenyl-1,3a,4,5,6,6a-hexahydropyrrolo[3,4-c]pyrrole-1-phosphonate ClC=1C=C(C=CC1F)N1C([C@@H]2[C@H](C1=O)C=N[C@]2(P(OCC)(=O)OCC)C2=CC=CC=C2)=O |r|